1-[4-(benzylamino)-7-(pyrimidin-5-yl)pyrrolo[2,1-f][1,2,4]triazin-2-yl]-2-methyl-1H-indole-4-carbonitrile C(C1=CC=CC=C1)NC1=NC(=NN2C1=CC=C2C=2C=NC=NC2)N2C(=CC=1C(=CC=CC21)C#N)C